methyl 4-[1-(N-tert-butoxycarbonyl-S-methyl-sulfonimidoyl)cyclopropyl]benzoate C(C)(C)(C)OC(=O)N=S(=O)(C)C1(CC1)C1=CC=C(C(=O)OC)C=C1